COC(CCNC1=CC=C(C=C1)N1CCN(CC1)C(=O)OC(C)(C)C)=O tert-butyl 4-[4-[(3-methoxy-3-oxo-propyl)amino]phenyl]piperazine-1-carboxylate